6-chloro-5-(2,6-difluorophenyl)-1,3-dihydro-1,4-benzodiazepin-2-one hydrazone ClC1=CC=CC2=C1C(=NCC(N2)=NN)C2=C(C=CC=C2F)F